methyl 4-[(5-chloro-2-pyridyl)sulfanyl]benzoate ClC=1C=CC(=NC1)SC1=CC=C(C(=O)OC)C=C1